N-(2-(1H-Imidazol-4-yl)thiophen-3-yl)-2-(2-oxo-3,4-dihydroquinolin-1(2H)-yl)acetamide N1C=NC(=C1)C=1SC=CC1NC(CN1C(CCC2=CC=CC=C12)=O)=O